BrC1=CC(=C(C=C1)[N+](=O)[O-])F 4-bromo-2-fluoro-nitrobenzen